(4-(3-(3-chlorophenyl)-1,2,4-oxadiazol-5-yl)phenyl)methylamine ClC=1C=C(C=CC1)C1=NOC(=N1)C1=CC=C(C=C1)CN